2-(2,6-difluorophenyl)-4-[[5-(4-hydroxy-1-piperidinyl)-2-pyridinyl]amino]-5-oxo-6H-1,6-naphthyridine-8-carboxylic acid FC1=C(C(=CC=C1)F)C1=NC=2C(=CNC(C2C(=C1)NC1=NC=C(C=C1)N1CCC(CC1)O)=O)C(=O)O